C(C)(=O)NCC1=CC(=C(C(=O)NC2=NC=C(C=C2F)C2CCCC2)C=C1[N+](=O)[O-])SC1=NN=NN1C 4-(acetamidomethyl)-N-(5-cyclopentyl-3-fluoro-2-pyridyl)-2-(1-methyltetrazol-5-yl)sulfanyl-5-nitro-benzamide